CS(=O)(=O)NC=1C=C2C3(CN(C2=CC1)C(=O)C=1C=C(C=CC1)S(=O)(=O)NC(CC)CC)CCCCC3 3-(5'-(methylsulfonamido)spiro[cyclohexane-1,3'-indoline]-1'-carbonyl)-N-(pentan-3-yl)benzenesulfonamide